C1(=CC=CC=C1)C=1OC(=CN1)C(=O)O 2-phenyl-1,3-oxazole-5-carboxylic acid